i-pentyl acrylate C(C=C)(=O)OCCC(C)C